benzothiophenylbenzothiophene S1C(=CC2=C1C=CC=C2)C=2SC1=C(C2)C=CC=C1